5-tert-butyl-1,3,4-thiadiazol-2-amine C(C)(C)(C)C1=NN=C(S1)N